isopropanolAt Heptadecan-9-yl-8-((3-((2-(methylamino)-3,4-dioxocyclobut-1-en-1-yl)amino)propyl)(6-((((3-pentyloctyl)oxy)carbonyl)oxy)hexyl)amino)octanoate CCCCCCCCC(CCCCCCCC)OC(CCCCCCCN(CCCCCCOC(=O)OCCC(CCCCC)CCCCC)CCCNC1=C(C(C1=O)=O)NC)=O.C(C)(C)[O-]